ClC1=C2CN(C(C2=CC(=C1)CNC1(CCC1)C)=O)C1=CC(=CC=C1)C1(CC(C1)CC)C1=NN=CN1C 4-chloro-2-(3-((1s,3r)-3-ethyl-1-(4-methyl-4H-1,2,4-triazol-3-yl)cyclobutyl)-phenyl)-6-(((1-methylcyclobutyl)amino)methyl)isoindolin-1-one